C(C)N(C(OCOC(N(CC)CC)=S)=S)CC methylene bis(diethylthiocarbamate)